2-(6-fluoro-2,4-dimethyl-1,3-dioxo-1,2,3,4-tetrahydroisoquinolin-4-yl)acetic acid cyclohexyl ester C1(CCCCC1)OC(CC1(C(N(C(C2=CC=C(C=C12)F)=O)C)=O)C)=O